C(C)(=O)C=1C(=C(N(C1C)C1=CC=C(C#N)C=C1)C1=CC=C(C#N)C=C1)C 4,4'-(4-acetyl-3,5-dimethyl-1H-pyrrole-1,2-diyl)dibenzonitrile